ClC1=CC=C(C=C1)C/C=C/C(=O)OC methyl (E)-4-(4-chlorophenyl)but-2-enoate